(3-Chloro-2,4-dimethyl-5,7-dihydropyrrolo[3,4-b]pyridin-6-yl)-[(3R)-1-[5-(difluoromethoxy)-3-pyridyl]pyrrolidin-3-yl]methanon ClC=1C(=C2C(=NC1C)CN(C2)C(=O)[C@H]2CN(CC2)C=2C=NC=C(C2)OC(F)F)C